Isopropyl-carbamic acid 5-[(R)-hydroxy-(4-isopropyl-phenyl)-(3-methyl-azetidin-3-yl)-methyl]-pyridin-3-ylmethyl ester O[C@@](C=1C=C(C=NC1)COC(NC(C)C)=O)(C1(CNC1)C)C1=CC=C(C=C1)C(C)C